Cl.ClC=1C=C(C(=C(C1)O)C=1N(C=2C(=NC(=CC2)NC2CN(CC2(F)F)C)N1)C)C 5-chloro-2-(5-((4,4-difluoro-1-methylpyrrolidin-3-yl)amino)-1-methyl-1H-imidazo[4,5-b]pyridin-2-yl)-3-methylphenol HCl Salt